(S)-2-((((9H-fluoren-9-yl)methoxy)carbonyl)amino)-4-(2-amino-1H-imidazol-5-yl)butanoic acid C1=CC=CC=2C3=CC=CC=C3C(C12)COC(=O)N[C@H](C(=O)O)CCC1=CN=C(N1)N